3'-{1-[(2E)-2-(aminomethyl)-3-fluoroprop-2-en-1-yl]-5-oxo-1,5-dihydro-4H-1,2,4-triazol-4-yl}-N,N-dimethyl-biphenyl-4-sulfonamide hydrochloride Cl.NC/C(/CN1N=CN(C1=O)C=1C=C(C=CC1)C1=CC=C(C=C1)S(=O)(=O)N(C)C)=C\F